ClC1=C2C(C(N=C(C2=CC=C1)C=1C=NC2=C(C=CC=C2C1)F)C)C rac-5-chloro-1-(8-fluoro-3-quinolinyl)-3,4-dimethyl-3,4-dihydroisoquinoline